3-(acetoxymethyl)-2-(1-oxo-3,4,6,7,8,9-hexa-hydropyrazino[1,2-a]indol-2(1H)-yl)pyridin-4-ylboronic acid C(C)(=O)OCC=1C(=NC=CC1B(O)O)N1C(C=2N(C=3CCCCC3C2)CC1)=O